IC1=C(C=C(C(=C1)O)I)O 2,5-diiodobenzene-1,4-diol